3-(4-tert-butylphenyl)-4-phenyl-5-(4-biphenylyl)-1,2,4-Triazole C(C)(C)(C)C1=CC=C(C=C1)C1=NN=C(N1C1=CC=CC=C1)C1=CC=C(C=C1)C1=CC=CC=C1